(1S,2S,3S,6R)-6-((5-(4-chlorophenoxy)pentyl)amino)-4-(fluoromethyl)cyclohex-4-ene-1,2,3-triol ClC1=CC=C(OCCCCCN[C@@H]2C=C([C@@H]([C@@H]([C@H]2O)O)O)CF)C=C1